CN1C(CC(CC1(C)C)C(C(=O)OCCCC1=C(C=CC=C1)Br)CCCCCCCCCCCCCCCC)(C)C 3-(2-bromophenyl)n-propanol 1,2,2,6,6-pentamethylpiperidin-4-yl-stearate